(2-((5-Chloro-2-((6-(trifluoromethyl)benzo[d]thiazol-2-yl)amino)pyrimidin-4-yl)amino)phenyl)dimethylphosphine oxide ClC=1C(=NC(=NC1)NC=1SC2=C(N1)C=CC(=C2)C(F)(F)F)NC2=C(C=CC=C2)P(C)(C)=O